[Si](C1=CC=CC=C1)(C1=CC=CC=C1)(C(C)(C)C)OCCC1C(C1)CO (2-(2-((tert-butyldiphenylsilyl)oxy)ethyl)cyclopropyl)methanol